3-({4-[N-(3-bromo-4-fluorophenyl)-N'-hydroxycarbamimidoyl]-1,2,5-oxadiazol-3-yl}sulfanyl)-N-methylpropanamide BrC=1C=C(C=CC1F)NC(=NO)C=1C(=NON1)SCCC(=O)NC